3-(dimethylamino)-2-(7-fluoro-1-(pyridazin-3-ylmethyl)-benzimidazol-2-yl)acrylonitrile CN(C=C(C#N)C1=NC2=C(N1CC=1N=NC=CC1)C(=CC=C2)F)C